6-((2,6-dimethyl-pyrimidin-4-yl)amino)-N-ethoxy-4-((2-(N-methyl-methanesulfonamido)-4-morpholinophenyl)amino)-nicotinamide CC1=NC(=CC(=N1)NC1=NC=C(C(=O)NOCC)C(=C1)NC1=C(C=C(C=C1)N1CCOCC1)N(S(=O)(=O)C)C)C